methyl 2-amino-4-bromo-5-(dimethylphosphoryl)-3-fluorobenzoate NC1=C(C(=O)OC)C=C(C(=C1F)Br)P(=O)(C)C